(E)-5-(tert-butyl)-N-(4-(3-(4-(4-(dimethylamino)but-2-enoyl)piperazin-1-yl)pyridin-4-yl)-2-methylbenzyl)-N-methyl-1,2,4-oxadiazole-3-carboxamide C(C)(C)(C)C1=NC(=NO1)C(=O)N(C)CC1=C(C=C(C=C1)C1=C(C=NC=C1)N1CCN(CC1)C(\C=C\CN(C)C)=O)C